2-chloro-8-iodopyrido[4,3-d]pyrimidin-5-amine ClC=1N=CC2=C(N1)C(=CN=C2N)I